O1CCC2=C1C=CC=C2N2C(C=1N(C3=CC=C(C=C23)C(F)(F)F)C=CN1)=O 5-(2,3-dihydrobenzofuran-4-yl)-7-(trifluoromethyl)imidazo[1,2-a]Quinoxaline-4(5H)-on